(E)-3-(4-((2-fluorobenzyl)oxy)-3-methoxyphenyl)acrylic acid FC1=C(COC2=C(C=C(C=C2)/C=C/C(=O)O)OC)C=CC=C1